ClC1=C(C(=C(C(=C1)C(C)C)CC(=O)N[S@](=O)(=N)C=1SC(=CC1F)C(C)(C)O)C1CC1)F |o1:14| (R)- or (S)-2-(4-chloro-2-cyclopropyl-3-fluoro-6-isopropylphenyl)-N-(3-fluoro-5-(2-hydroxypropan-2-yl)thiophen-2-ylsulfonimidoyl)acetamide